C(C)C=1C(NC2=CC(=CN=C2C1)CO)=O 3-ethyl-7-(hydroxymethyl)-1,5-naphthyridin-2(1H)-one